(S)-1-(6-fluoro-2-methylbenzo[d]thiazol-5-yl)ethan-1-ol tert-butyl-N-[1-(8-carbamoyl-2-methyl-imidazo[1,2-a]pyridin-5-yl)-4-piperidyl]-N-cyclopropyl-carbamate C(C)(C)(C)C1(CC1)N(C(=O)O[C@@H](C)C=1C(=CC2=C(N=C(S2)C)C1)F)C1CCN(CC1)C1=CC=C(C=2N1C=C(N2)C)C(N)=O